C(C)(C)(C)NC(C(=O)O)=O 2-(tert-butylamino)-2-oxo-acetic acid